C(#N)C(C)(C)C1=CC=C(C(=O)OCC)C=C1 1-Ethyl 4-(1-cyano-1-methyl-ethyl)benzoate